4-methoxy-3-(5-(thiazol-2-yl)pyridin-3-yl)phenyl cyclopentylcarbamate C1(CCCC1)NC(OC1=CC(=C(C=C1)OC)C=1C=NC=C(C1)C=1SC=CN1)=O